methyl 2-((tert-butoxycarbonyl) amino)-7-(2-(pyridin-3-yl) phenoxy)-1,2,3,4-tetrahydronaphthalene-2-carboxylate C(C)(C)(C)OC(=O)NC1(CC2=CC(=CC=C2CC1)OC1=C(C=CC=C1)C=1C=NC=CC1)C(=O)OC